di-tert-butyl (4-((4-chloro-7,8-difluoro-5H-pyrimido[5,4-b]indol-5-yl)methyl)benzyl)phosphonate ClC1=NC=NC2=C1N(C=1C=C(C(=CC21)F)F)CC2=CC=C(CP(OC(C)(C)C)(OC(C)(C)C)=O)C=C2